ClC1=CC2=C(NC(=N2)C2=C(C(=CC(=C2)F)[N+](=O)[O-])C)C=C1 5-chloro-2-(5-fluoro-2-methyl-3-nitrophenyl)-1H-benzo[d]imidazole